C(C)(=O)C1=C(C2=C(N=C(N=C2)NC=2C=NC(=CC2)C2CCNCC2)N(C1=O)C1CCCC1)C 6-acetyl-8-cyclopentyl-5-methyl-2-((6-(piperidin-4-yl)pyridin-3-yl)amino)pyrido[2,3-d]pyrimidin-7(8H)-one